N-((1-(4-(6,7-dimethoxyquinazolin-4-yl)piperazin-1-yl)cyclopropyl)methyl)thiodiamide COC=1C=C2C(=NC=NC2=CC1OC)N1CCN(CC1)C1(CC1)C[N-]S[NH-]